2-(Boc-amino)-2-(2-naphthyl)acetic acid C(=O)(OC(C)(C)C)NC(C(=O)O)C1=CC2=CC=CC=C2C=C1